4-(2-anilinopyrimidin-4-yl)-6-morpholino-1H-pyridin-2-one N(C1=CC=CC=C1)C1=NC=CC(=N1)C1=CC(NC(=C1)N1CCOCC1)=O